methyl-2-hydroxy-N,N-di(2-hydroxyethyl)-N-methyl-ethylammonium sulfate S(=O)(=O)([O-])[O-].CC(CO)[N+](C)(CCO)CCO.CC(CO)[N+](CCO)(CCO)C